1-[1-(2,4-difluorophenyl)-4-hydroxy-pyrazolo[3,4-d]pyrimidin-6-yl]azetidine-3-carbonitrile FC1=C(C=CC(=C1)F)N1N=CC=2C1=NC(=NC2O)N2CC(C2)C#N